chromium picolinate tert-Butyl-N-(2-{[2-(benzyloxycarbonylamino)-3,3-dicyclopropylpropanoyl]amino}-6-bromopyridin-3-yl)carbamate C(C)(C)(C)OC(NC=1C(=NC(=CC1)Br)NC(C(C(C1CC1)C1CC1)NC(=O)OCC1=CC=CC=C1)=O)=O.N1=C(C=CC=C1)C(=O)[O-].[Cr+3].N1=C(C=CC=C1)C(=O)[O-].N1=C(C=CC=C1)C(=O)[O-]